2,5-dimethyl-3-(2-(trifluoromethyl)-1H-imidazol-4-yl)piperazine CC1NCC(NC1C=1N=C(NC1)C(F)(F)F)C